[Si](C)(C)(C(C)(C)C)OCC1=CC(=NN1C(C(C)(O)C)C)C1=NC=C(C=C1)F 3-(5-(((tert-Butyldimethylsilyl)oxy)methyl)-3-(5-fluoropyridin-2-yl)-1H-pyrazol-1-yl)-2-methylbutan-2-ol